C(C)NC(=O)C1=NOC(=C1I)C1=C(C=C(C(=C1)C(C)C)OCC1=CC=CC=C1)OCC1=CC=CC=C1 5-(2,4-Bis-benzyloxy-5-isopropyl-phenyl)-4-iodo-isoxazole-3-carboxylic Acid Ethylamide